CC1(OB(OC1(C)C)C=1C=NN(C1)CCCCCCC(=O)OC(C)(C)C)C tert-butyl 7-[4-(4,4,5,5-tetramethyl-1,3,2-dioxaborolan-2-yl)-1H-pyrazol-1-yl]heptanoate